C/C(=C(/CCCCCCC(C(=O)[O-])O)\C)/CCCCCCCC.[Sn+4].C/C(=C(/CCCCCCC(C(=O)[O-])O)\C)/CCCCCCCC.C/C(=C(/CCCCCCC(C(=O)[O-])O)\C)/CCCCCCCC.C/C(=C(/CCCCCCC(C(=O)[O-])O)\C)/CCCCCCCC tin dimethylhydroxy(oleate)